ClC=1C(=CC(=NC1)NC(=O)[C@@H]1C[C@@H](CCC1)NC(=O)N(C)C)C1=CC2=C(N(N=C2C(=C1)F)C)C(C)C (1S,3R)-N-(5-chloro-4-(7-fluoro-3-isopropyl-2-methyl-2H-indazol-5-yl)pyridin-2-yl)-3-(3,3-dimethylureido)cyclohexane-1-carboxamide